C(C1=CC=CC=C1)N[C@@H](CCCCNC)C(=O)O N-benzyl-N'-methyl-lysine